(2R)-2-amino-3-(4-bromophenyl)propanoic acid N[C@@H](C(=O)O)CC1=CC=C(C=C1)Br